2-[2-[2-[3-(3-tert-butyl-4-hydroxy-5-methyl-phenyl)propanoyloxy]-ethoxy]ethoxy]ethyl 3-(3-tert-butyl-4-hydroxy-5-methyl-phenyl)propanoate C(C)(C)(C)C=1C=C(C=C(C1O)C)CCC(=O)OCCOCCOCCOC(CCC1=CC(=C(C(=C1)C)O)C(C)(C)C)=O